BrC=1C=CC(=NC1)C(CNC(OC(C)(C)C)=O)N1N=CC(=C1)C1=CC(=NC=C1)C(F)(F)F tert-butyl (2-(5-bromopyridin-2-yl)-2-(4-(2-(trifluoromethyl)pyridin-4-yl)-1H-pyrazol-1-yl)ethyl)carbamate